2,6-dimethyl-2,3-dihydro-1H-inden-1-amine HCl salt Cl.CC1C(C2=CC(=CC=C2C1)C)N